racemic-tert-butylmethylphosphine C(C)(C)(C)PC